(2R,5S)-5-[2-(4-chloro-3-fluorophenoxy)acetamido]-N-{[4-(trifluoromethyl)phenyl]methyl}piperidine-2-carboxamide ClC1=C(C=C(OCC(=O)N[C@H]2CC[C@@H](NC2)C(=O)NCC2=CC=C(C=C2)C(F)(F)F)C=C1)F